ClC=1C(=NN(C1C)C=1C=C(C(=O)N(C)C2=CC3=C(NCCO3)C=C2)C=CC1)C 3-(4-chloro-3,5-dimethyl-pyrazol-1-yl)-N-(3,4-dihydro-2H-1,4-benzoxazin-7-yl)-N-methyl-benzamide